CC(C)N1CCN(CC1)C1=CC=C(C=C1)C=1C=C2C=CC(NC2=CC1)=O 6-{4-[4-(propan-2-yl)piperazin-1-yl]phenyl}-1,2-dihydro-quinolin-2-one